NC1=C(C(C1=O)=O)N bis(amino)cyclobut-3-ene-1,2-dione